(5-(2-fluorophenoxy)pyridin-2-yl)(4-(((3R,6S)-6-(hydroxymethyl)tetrahydro-2H-pyran-3-yl)amino)-1H-pyrrolo[2,3-b]pyridin-3-yl)methanone FC1=C(OC=2C=CC(=NC2)C(=O)C2=CNC3=NC=CC(=C32)N[C@H]3CO[C@@H](CC3)CO)C=CC=C1